(R)-(3-([1,1'-Biphenyl]-2-ylethynyl)-1H-indazol-5-yl)(2-phenylpiperazin-1-yl)methanone C1(=C(C=CC=C1)C#CC1=NNC2=CC=C(C=C12)C(=O)N1[C@@H](CNCC1)C1=CC=CC=C1)C1=CC=CC=C1